5-Isopropoxy-6-methoxybenzo[b]thiophene-2-carboxylic acid C(C)(C)OC1=CC2=C(SC(=C2)C(=O)O)C=C1OC